tert-butyl (S)-3-((4-azidophenyl)carbamoyl)piperidine-1-carboxylate N(=[N+]=[N-])C1=CC=C(C=C1)NC(=O)[C@@H]1CN(CCC1)C(=O)OC(C)(C)C